[Si](C1=CC=CC=C1)(C1=CC=CC=C1)(C(C)(C)C)OCC1(CC1)COC=1N=C(C2=C(N1)C(=C(N=C2)Cl)F)N2C[C@@](CCC2)(O)C (3R)-1-[2-[[1-[[Tert-butyl(diphenyl)silyl]oxymethyl]cyclopropyl]methoxy]-7-chloro-8-fluoro-pyrido[4,3-d]pyrimidin-4-yl]-3-methyl-piperidin-3-ol